C(C)(C)(C)OC(C1=C(C(=CC=C1N)OC1=C(C(=CC=C1F)N(S(=O)(=O)CCC)S(=O)(=O)CCC)Cl)C)=O.C(C)[C@H]1N=C(OC1)C1=C(N)C=CC=C1 (R)-2-(4-Ethyl-4,5-dihydro-2-oxazolyl)aniline tert-butyl-6-amino-3-{2-chloro-6-fluoro-3-[N-(propane-1-sulfonyl)propane-1-sulfonamido]phenoxy}-2-methylbenzoate